ClC1=CC2=C(C=C3N2C(=NN(C3=O)CC(=O)N[C@H]3CN(CCC3)C)C(C)(C)O)S1 (R)-2-(2-Chloro-5-(2-hydroxypropan-2-yl)-8-oxothieno[2',3':4,5]pyrrolo[1,2-d][1,2,4]triazin-7(8H)-yl)-N-(1-methylpiperidin-3-yl)acetamid